zirconium (1,2,3,4-tetramethyl-5-n-propylcyclopentadienyl)(2,4,7-trimethylindenyl)zirconium dibromide [Br-].[Br-].CC1(C(=C(C(=C1CCC)C)C)C)[Zr+2]C1C(=CC2=C(C=CC(=C12)C)C)C.[Zr+4]